C(C)(C)NC1=C2N=CN(C2=NC(=N1)N1CCOCC1)N=CC1=CC(=CC=C1)C N-Isopropyl-9-((3-methylbenzylidene)amino)-2-morpholino-9H-purin-6-amine